(4-chlorophenyl)-3-(1-methyl-1H-pyrazol-4-yl)pyrazine-2-carbonyl chloride ClC1=CC=C(C=C1)C=1N=C(C(=NC1)C(=O)Cl)C=1C=NN(C1)C